methyl propargylate C(C#C)(=O)OC